CC1=NC(=CC=C1C=1C=C(C=CC1O)C1=CC=CC=C1)C 3-(2,6-dimethylpyridin-3-yl)-[1,1'-biphenyl]-4-ol